4-(((6-cyclopropylimidazo[1,2-a]pyridin-2-yl)methyl)amino)-2-nitrobenzenesulfonamide C1(CC1)C=1C=CC=2N(C1)C=C(N2)CNC2=CC(=C(C=C2)S(=O)(=O)N)[N+](=O)[O-]